5-Chloro-2-hydroxy-1,3-benzenedicarboxaldehyde ClC=1C=C(C(=C(C1)C=O)O)C=O